5-(4-((1H-tetrazol-5-yl)ethynyl)phenoxy)-1H-1,2,3-triazole-4-carboxylic acid N1N=NN=C1C#CC1=CC=C(OC2=C(N=NN2)C(=O)O)C=C1